C(C)C(CCCCC)([Na])CC DIETHYLHEXYL-SODIUM